2-[4-[5-[(4-chloro-1-tetrahydropyran-2-yl-indazol-5-yl)amino]-1,3,4-Oxadiazol-2-yl]-2-methoxy-phenoxy]-N-isopropyl-acetamide ClC1=C2C=NN(C2=CC=C1NC1=NN=C(O1)C1=CC(=C(OCC(=O)NC(C)C)C=C1)OC)C1OCCCC1